(S)-2-(4-(3'-(benzofuran-2-carboxamido)-[1,1'-biphenyl]-4-yl)-2,3,9-trimethyl-6H-thieno[3,2-f][1,2,4]triazolo[4,3-a][1,4]diazepin-6-yl)acetic acid O1C(=CC2=C1C=CC=C2)C(=O)NC=2C=C(C=CC2)C2=CC=C(C=C2)C2=N[C@H](C=1N(C3=C2C(=C(S3)C)C)C(=NN1)C)CC(=O)O